N=1C=NN2C1C=C(C=C2)OC2=C(C=C(C=C2)NC2=NC=NN1C2=C(C=C1)C1CC2(CN(C2)C(=O)OC(C)(C)C)C1)C tert-butyl 6-(4-((4-([1,2,4]triazolo[1,5-a]pyridin-7-yloxy)-3-methylphenyl)amino)pyrrolo[2,1-f][1,2,4]triazin-5-yl)-2-azaspiro[3.3]heptane-2-carboxylate